C(C)(C)C=1C(=NNC1C=1C=C(C=2N(C1)N=CN2)OC)C=2SC(=CN2)C2CCN(CC2)CC2CCOCC2 2-(4-isopropyl-5-(8-methoxy-[1,2,4]triazolo[1,5-a]pyridin-6-yl)-1H-pyrazol-3-yl)-5-(1-((tetrahydro-2H-pyran-4-yl)methyl)piperidin-4-yl)thiazole